COC(CC[C@@H](C)[C@H]1CC[C@H]2[C@@H]3C([C@@H]([C@@H]4C[C@@H]5[C@H](C[C@]4(C)[C@H]3CC[C@]12C)O5)CC)=O)=O.C(C)OC(=C)C5=NC(=CC=C5)C5=NN(N=C5)C 2-(1-ethoxyvinyl)-6-(2-methyltriazol-4-yl)pyridine methyl-2β,3β-epoxy-6α-ethyl-7-oxo-5β-cholan-24-oate